4-(3-((4-cyano-2-fluorobenzyl)oxy)-4-methyl-1H-pyrazol-1-yl)piperidine-1-carboxylic acid tert-butyl ester C(C)(C)(C)OC(=O)N1CCC(CC1)N1N=C(C(=C1)C)OCC1=C(C=C(C=C1)C#N)F